Cl.[Au] gold hydrochloride